5-(7-Fluoro-1,4,4,9-tetramethyl-5H-[1,2,4]triazolo[4,3-a]quinoxalin-8-yl)-3,4-dihydro-1H-quinolin-2-one FC=1C=C2NC(C=3N(C2=C(C1C1=C2CCC(NC2=CC=C1)=O)C)C(=NN3)C)(C)C